ClC1=C2C=CC(=CC2=CC=C1)S(=O)(=O)N1CCC2(CC(CO2)NC[C@@H](COC2=CC(=CC=C2)S(=O)(=O)C)O)CC1 (2S)-1-(8-(5-chloronaphthalen-2-ylsulfonyl)-1-oxa-8-azaspiro[4.5]decan-3-ylamino)-3-(3-(methylsulfonyl)phenoxy)propan-2-ol